FC(C1=NC=CC(=C1)C1=NOC(=C1)[C@@H](C)NC(=O)N1C2=C(OCC1)C=CC=C2)(F)F (R)-N-(1-(3-(2-(trifluoromethyl)pyridin-4-yl)isoxazol-5-yl)ethyl)-2,3-dihydro-4H-benzo[b][1,4]oxazine-4-carboxamide